tert-butyl (R)-2-(2-(1-methyl-1,2,3,6-tetrahydropyridin-4-yl)phenyl)pyrrolidine-1-carboxylate CN1CCC(=CC1)C1=C(C=CC=C1)[C@@H]1N(CCC1)C(=O)OC(C)(C)C